5-(bromomethyl)-2,2,4,8,10,10-hexamethylundecane BrCC(C(CC(C)(C)C)C)CCC(CC(C)(C)C)C